(E)-4-ethoxy-6-((7-(2-ethoxyvinyl)-1-oxo-5-(2,2,2-trifluoro-1-methoxyethyl)-3,4-dihydroisoquinolin-2(1H)-yl)methyl)nicotinonitrile C(C)OC1=CC(=NC=C1C#N)CN1C(C2=CC(=CC(=C2CC1)C(C(F)(F)F)OC)\C=C\OCC)=O